FC1=C2C=NCN(C2=CC(=C1)Br)N1CC2(C1)CCN(CC2)C(=O)OC(C)(C)C tert-butyl 2-[5-fluoro-7-bromoquinazolin-1-yl]-2,7-diazaspiro[3.5]nonane-7-carboxylate